C1(=CC(=CC=C1)C1=NN(C=C1)CC=1C=NC=C(C(=O)N)C1)C1=CC=CC=C1 5-((3-([1,1'-biphenyl]-3-yl)-1H-pyrazol-1-yl)methyl)nicotinamide